5-((S)-2-((4-(2-(4-((2-(2-oxo-6-azaspiro[3.3]heptan-6-yl)pyrimidine-4-yl)methoxy)phenyl)propan-2-yl)phenoxy)methyl)azetidin-1-yl)-2-(2,6-dioxopiperidin-3-yl)Isoindoline-1,3-dione O=C1CC2(C1)CN(C2)C2=NC=CC(=N2)COC2=CC=C(C=C2)C(C)(C)C2=CC=C(OC[C@H]1N(CC1)C=1C=C3C(N(C(C3=CC1)=O)C1C(NC(CC1)=O)=O)=O)C=C2